(S,Z)-3-((5-(bicyclo[1.1.1]pentan-1-yl)-3-(ethoxymethyl)-2-methyl-7-(methylthio)-1,1-dioxido-2,3,4,5-tetrahydrobenzo[f][1,2,5]thiadiazepin-8-yl)oxy)-2-fluoroacrylic acid C12(CC(C1)C2)N2C[C@H](N(S(C1=C2C=C(C(=C1)O\C=C(\C(=O)O)/F)SC)(=O)=O)C)COCC